Methyl 4-amino-5-phenylnicotinate NC1=C(C=NC=C1C(=O)OC)C1=CC=CC=C1